N-[6-methyl-2-oxo-1-[2-[2-[(E)-3-(4,4,5,5-tetramethyl-1,3,2-dioxaborolan-2-yl)allyloxy]ethoxy]ethyl]-5-(2,3,6-trifluorophenyl)-3-piperidinyl]carbamic acid tert-butyl ester C(C)(C)(C)OC(NC1C(N(C(C(C1)C1=C(C(=CC=C1F)F)F)C)CCOCCOC\C=C\B1OC(C(O1)(C)C)(C)C)=O)=O